Methyl 2-((4-((4-cyclopropylnaphthalen-1-yl) amino)-7-fluoroquinazolin-2-yl) thio)-2-methylpropionate C1(CC1)C1=CC=C(C2=CC=CC=C12)NC1=NC(=NC2=CC(=CC=C12)F)SC(C(=O)OC)(C)C